C(CC=C)OC1=NC(=NN2C1=NC=C2)C=2C=C(C=CC2)[C@@H](C)N(C(OC(C)(C)C)=O)CC tert-butyl (R)-(1-(3-(4-(but-3-en-1-yloxy)imidazo[2,1-f][1,2,4]triazin-2-yl)phenyl)ethyl)(ethyl)carbamate